dibenzyl (4-(3-methyl 4-oxo-3,4-dihydropyrido[3,4-d]pyridazin-7-yl) phenethyl)phosphonate CN1N=CC2=C(C1=O)C=NC(=C2)C2=CC=C(CCP(OCC1=CC=CC=C1)(OCC1=CC=CC=C1)=O)C=C2